NC1CN(C1)C(=O)OC(C)(C)C Tert-butyl 3-aminoazetidine-1-carboxylate